OC1(CCN(CC1)C(=O)OC(C)(C)C)CN1C=NC2=C(C1=O)C=NN2C tert-Butyl 4-hydroxy-4-({1-methyl-4-oxo-1,4-dihydro-5H-pyrazolo[3,4-d]pyrimidin-5-yl}methyl)piperidine-1-carboxylate